ClC1=C(C(=NC(=N1)SC)N1CC2CCC(C1)N2C(=O)OC(C)(C)C)C#N tert-butyl 3-[6-chloro-5-cyano-2-(methylsulfanyl)pyrimidin-4-yl]-3,8-diazabicyclo[3.2.1]octane-8-carboxylate